N=1N=CN2C1C=CC(=C2)NC2=NN=C(C1=CC=CC=C21)C2=C(C=C(C=C2)C(F)(F)F)O 2-(4-([1,2,4]triazolo[4,3-a]pyridin-6-ylamino)phthalazin-1-yl)-5-(trifluoromethyl)phenol